ClC1=C(C(=CC=C1)C)C1=NOC(=C1CO[C@H]1[C@@H]2CN([C@H](C1)C2)C2=CC(=C(C(=O)OC)C=C2)F)C2(CC2)F methyl 4-[(1S,4S,5R)-5-[[3-(2-chloro-6-methylphenyl)-5-(1-fluorocyclopropyl)-1,2-oxazol-4-yl]methoxy]-2-azabicyclo[2.2.1]heptan-2-yl]-2-fluorobenzoate